CC1=NC=2C(=NC(=CC2)C=2C=CN3N=C(N=CC32)NCCC(F)(F)F)N1C 5-(2,3-dimethyl-3H-imidazo[4,5-b]pyridin-5-yl)-N-(3,3,3-trifluoropropyl)pyrrolo[2,1-f][1,2,4]triazin-2-amine